O1COC2=C1C=CC=C2C[C@@H](CNC(=O)NCCC2=CC=C(C=C2)O)N(C)C ((S)-3-(benzo[d][1,3]dioxol-4-yl)-2-(dimethylamino)propyl)-3-(4-hydroxyphenylethyl)urea